C1(CC1)COC1CCC(C=2SC(=C(C21)C(=O)N)NC2=C(C=C(C=C2)I)F)=O (cyclopropylmethoxy)-2-((2-fluoro-4-iodophenyl)amino)-7-oxo-4,5,6,7-tetrahydrobenzo[b]thiophene-3-carboxamide